FC=1C=C(C=NC1OC1(CCC1)C(F)(F)F)C=1N=CC(=NC1)NN [5-[5-fluoro-6-[1-(trifluoromethyl)cyclobutoxy]-3-pyridinyl]pyrazin-2-yl]hydrazine